C(C1=CC=CC=C1)C1CCN(CC1)CC=1NC(=NN1)C=1NC2=CC(=CC=C2C1)F 2-(5-((4-benzylpiperidin-1-yl)methyl)-4H-1,2,4-triazol-3-yl)-6-fluoro-1H-indole